(R)-5-(5-(3,5-dimethylisoxazol-4-yl)-1-((1R,4R)-4-methoxycyclohexyl)-1H-benzo[d]imidazol-2-yl)-5-methyl-1-(3-(trifluoromethoxy)phenyl)pyrrolidin-2-one CC1=NOC(=C1C1=CC2=C(N(C(=N2)[C@]2(CCC(N2C2=CC(=CC=C2)OC(F)(F)F)=O)C)C2CCC(CC2)OC)C=C1)C